chloromethyl 2,2-dimethylbutyrate CC(C(=O)OCCl)(CC)C